C1(CC1)NC(C([C@H](C[C@H]1C(NCC1)=O)NC(=O)[C@@H]1CC2(CC2)CCN1C(C1=CC=C(C=C1)N1CCN(CC1)C)=O)O)=O (3S)-N-cyclopropyl-2-hydroxy-3-{[(5S)-6-[4-(4-methylpiperazin-1-yl)benzoyl]-6-azaspiro[2.5]octan-5-yl]formamido}-4-[(3S)-2-oxopyrrolidin-3-yl]butanamide